5-chloro-2-(1-methylcyclopropyl)-4-[4-(trifluoromethyl)cyclohexen-1-yl]pyridine tert-butyl-(S)-3-(((5-cyano-2-cyclopropylpyrimidin-4-yl)oxy)methyl)pyrrolidine-1-carboxylate C(C)(C)(C)OC(=O)N1C[C@H](CC1)COC1=NC(=NC=C1C#N)C1CC1.ClC=1C(=CC(=NC1)C1(CC1)C)C1=CCC(CC1)C(F)(F)F